C1=CC=CC2=C1CCCC=CCC2 benzocyclononan-7-en